C(C)(=O)N1CCN(CC1)C1=CC=C(C=C1)NC1=NC2=CC=CC=C2C=N1 N-(4-(4-acetylpiperazin-1-yl)phenyl)quinazolin-2-amine